COC1=C(C(=CC=C1)OC)C1=CNC2=NC(=CC=C21)NC(=O)NCC2(CC2)CN(C)C 1-[3-(2,6-dimethoxyphenyl)-1H-pyrrolo[2,3-b]pyridin-6-yl]-3-([1-[(dimethylamino)methyl]cyclopropyl]methyl)urea